6-((1S)-1-(4,6-Difluoro-2-((4aR,8aR)-hexahydro-2H-pyrido[4,3-b][1,4]oxazin-6(5H)-yl)-1H-benzimidazol-1-yl)ethyl)-3-pyridincarbonitril FC1=CC(=CC=2N(C(=NC21)N2C[C@@H]1[C@H](OCCN1)CC2)[C@@H](C)C2=CC=C(C=N2)C#N)F